6-Fluoro-2-[m-(isopropylthio)phenyl]-4-methyl-1,2-dihydro-2,3,1-benzodiazaborinin-1-ol FC=1C=CC2=C(C(=NN(B2O)C2=CC(=CC=C2)SC(C)C)C)C1